6-(5-(4-chlorophenyl)-4,5-dihydro-1H-pyrazol-3-yl)quinoxaline potassium o-toluenesulfinate CC=1C(=CC=CC1)S(=O)[O-].[K+].ClC1=CC=C(C=C1)C1CC(=NN1)C=1C=C2N=CC=NC2=CC1